[(3S,9aS)-3-(1,3-Benzothiazol-2-yl)-3-hydroxy-1,4,6,7,9,9a-hexahydropyrazino[2,1-c][1,4]oxazin-8-yl]-(2-chloro-3-methoxyphenyl)methanon S1C(=NC2=C1C=CC=C2)[C@@]2(CN1[C@H](CO2)CN(CC1)C(=O)C1=C(C(=CC=C1)OC)Cl)O